c-1,3-Dimethylcyclopentane C[C@@H]1CC[C@@H](C1)C